FC1=CC=C(C=C1)N1CC2CN(CC2C1)C(=O)OC(C)(C)C tert-butyl 2-(4-fluorophenyl)-1,3,3a,4,6,6a-hexahydropyrrolo[3,4-c]pyrrole-5-carboxylate